(+/-)-N-{4-[(3-chloro-1H-pyrrolo[2,3-b]pyridin-4-yl)oxy]-3,5-difluorophenyl}-5-methyl-5,6-dihydro-4H-1,3-thiazin-2-amine ClC1=CNC2=NC=CC(=C21)OC2=C(C=C(C=C2F)NC=2SC[C@@H](CN2)C)F |r|